C1(=CC=CC=C1)N1N=C(C(=C1)C1=CC=CC=C1)C=1SC=CC1 1,4-diphenyl-3-(thiophen-2-yl)-1H-pyrazole